CC(CC)NCCO 2-[(1-methylpropyl)amino]ethanol